2-((E)-((E)-4-((E)-3-(3-bromophenyl)acryloyloxy)benzylidene)amino)-3-methylpentanoic acid BrC=1C=C(C=CC1)/C=C/C(=O)OC1=CC=C(\C=N\C(C(=O)O)C(CC)C)C=C1